N-((2,6-dihydroxy-5'-methyl-4-pentyl-2'-(prop-1-en-2-yl)-1',2',3',4'-tetrahydro-[1,1'-biphenyl]-3-yl)methyl)piperidine-1-carboxamide OC1=C(C(=CC(=C1CNC(=O)N1CCCCC1)CCCCC)O)C1C(CCC(=C1)C)C(=C)C